(R)-N-(7-(4-amino-7-methyl-5-(4-((4-methylpyrimidin-2-yl)oxy)phenyl)-7H-pyrrolo[2,3-d]pyrimidin-6-yl)-1,2,3,4-tetrahydronaphthalen-2-yl)acrylamide NC=1C2=C(N=CN1)N(C(=C2C2=CC=C(C=C2)OC2=NC=CC(=N2)C)C2=CC=C1CC[C@H](CC1=C2)NC(C=C)=O)C